N-{(2S)-4-chloro-3-oxo-1-[(3S)-2-oxopiperidin-3-yl]butan-2-yl}-L-leucinamide hydrochloride salt Cl.ClCC([C@H](C[C@H]1C(NCCC1)=O)NC([C@@H](N)CC(C)C)=O)=O